3-cyclobutyl-8-(4,5-dihydro-1H-imidazol-2-yl)-3,8-diazabicyclo[3.2.1]octane C1(CCC1)N1CC2CCC(C1)N2C=2NCCN2